(1R,5S,8r)-3-(5-chloro-1H-indazol-6-yl)-8-methyl-3-azabicyclo[3.2.1]octan-8-ol ClC=1C=C2C=NNC2=CC1N1C[C@H]2CC[C@@H](C1)C2(O)C